4-((tert-Butoxycarbonyl)amino)-2-(4-(tert-butyl)phenyl)butanoic acid C(C)(C)(C)OC(=O)NCCC(C(=O)O)C1=CC=C(C=C1)C(C)(C)C